(R)-N-(1-(4-chloro-3-fluorophenyl)-2-(piperazin-1-yl)ethyl)-4-(trifluoromethoxy)benzenesulfonamide ClC1=C(C=C(C=C1)[C@H](CN1CCNCC1)NS(=O)(=O)C1=CC=C(C=C1)OC(F)(F)F)F